C(C1=CC=CC=C1)N1C=C(C2=CC=C(C=C12)C#N)C(=O)NC=1C=C(C(=O)O)C=CC1 3-(1-benzyl-6-cyano-1H-indole-3-carboxamido)benzoic acid